C/C(=C\\C=C\\C=C(/C)\\C=C\\C=C(/C)\\C=C=C1[C@](C[C@H](CC1(C)C)O)(C)O)/C=C/C=C(/C)\\C=C\\[C@]23[C@](O2)(C[C@H](CC3(C)C)O)C The molecule is a neoxanthin in which all of the double bonds have trans geometry except for that at the 9' position, which is cis. It is a 9-cis-epoxycarotenoid and a neoxanthin.